FC(C1=C(C(=O)Cl)C=CC(=C1)Br)(F)F 2-Trifluoromethyl-4-bromobenzoyl chloride